2-(3,3-bis(tert-butoxycarbonyl)-7-(methylthio)-1,2,3,4-tetrahydronaphthalen-1-yl)acetic acid C(C)(C)(C)OC(=O)C1(CC(C2=CC(=CC=C2C1)SC)CC(=O)O)C(=O)OC(C)(C)C